5,6,7,8-tetrahydro-[1,2,4]triazolo[1,5-a]pyridine-2-amine N=1C(=NN2C1CCCC2)N